(+)-sodium phenylethanolate C1(=CC=CC=C1)C(C)[O-].[Na+]